benzyl (2-((3-((1R,3R)-2-((3-fluorooxetan-3-yl)methyl)-3-methyl-2,3,4,9-tetrahydro-1H-pyrido[3,4-b]indol-1-yl)phenyl)(methyl)amino)ethyl)(3-fluoropropyl)carbamate FC1(COC1)CN1[C@@H](C=2NC3=CC=CC=C3C2C[C@H]1C)C=1C=C(C=CC1)N(CCN(C(OCC1=CC=CC=C1)=O)CCCF)C